4-(2-(3-(3-chloro-2-fluoro-6-(1H-tetrazol-1-yl)phenyl)acrylamido)-3-(3-(2-oxopyrrolidin-1-yl)phenyl)propanamido)benzoic acid ClC=1C(=C(C(=CC1)N1N=NN=C1)C=CC(=O)NC(C(=O)NC1=CC=C(C(=O)O)C=C1)CC1=CC(=CC=C1)N1C(CCC1)=O)F